ClC=1C=C2C=NN(C2=C(C1)C1=C2C(=NC(=C1C)N1CC3(CN(C3)C(C=C)=O)CC1)CC(OC2)(C)C)C (M)-1-(6-(4-(5-chloro-1-methyl-1H-indazol-7-yl)-3,7,7-trimethyl-7,8-dihydro-5H-pyrano[4,3-b]pyridin-2-yl)-2,6-diazaspiro[3.4]octan-2-yl)-2-propen-1-one